C(C)C1=NN(C2=NC(=NC(=C21)NCC2=CC=C(C=C2)F)C2=CC=C(C=C2)I)C 3-ethyl-N-(4-fluorobenzyl)-6-(4-iodophenyl)-1-methyl-1H-pyrazolo[3,4-d]pyrimidin-4-amine